4,4'-ethylenebis(2-methylphenol) C(CC1=CC(=C(C=C1)O)C)C1=CC(=C(C=C1)O)C